1-(3-bromophenyl)-2-fluoro-3-methyl-cyclopropanecarbonitrile BrC=1C=C(C=CC1)C1(C(C1C)F)C#N